C(C)(C)(C)C=1OC(=CN1)C(=O)N1[C@@H](C2=C(CC1)NC=N2)C2=NN1C(C=CC=C1)=C2 (S)-(2-(tert-butyl)oxazol-5-yl)(4-(pyrazolo[1,5-a]pyridin-2-yl)-1,4,6,7-tetrahydro-5H-imidazo[4,5-c]pyridin-5-yl)methanone